2-(3-methyl-2-buten-1-yl)p-benzoquinone CC(=CCC=1C(C=CC(C1)=O)=O)C